2-allyl-1-(6-(2-hydroxypropan-2-yl)pyridin-2-yl)-6-((2-isopropylisoindolin-5-yl)amino)-1,2-dihydro-3H-pyrazolo[3,4-d]pyrimidin-3-one C(C=C)N1N(C2=NC(=NC=C2C1=O)NC=1C=C2CN(CC2=CC1)C(C)C)C1=NC(=CC=C1)C(C)(C)O